FC1=CC=C(C(=O)N[C@H](C(=O)NC=2C=CC(=NC2)S(=O)(=O)Cl)CC2=CC=CC=C2)C=C1 (S)-5-(2-(4-fluorobenzamido)-3-phenylpropionamido)pyridine-2-sulfonyl chloride